(2S,3R,4R)-1-acetyl-2-cyclopropyl-3-methyl-N-(oxetan-3-yl)-4-(pyrimidin-2-ylamino)-1,2,3,4-tetrahydroquinoline-6-carboxamide C(C)(=O)N1[C@H]([C@@H]([C@H](C2=CC(=CC=C12)C(=O)NC1COC1)NC1=NC=CC=N1)C)C1CC1